tetra(4-N-methylpyridyl)porphine C[N+]1=CC=C(C=C1)C2=C3C=CC(=C(C4=NC(=C(C5=CC=C(N5)C(=C6C=CC2=N6)C7=CC=[N+](C=C7)C)C8=CC=[N+](C=C8)C)C=C4)C9=CC=[N+](C=C9)C)N3